C(#N)[C@H](C)NC(C1=CC=C(C=C1)C1=NC(=NC=C1C)NC=1C=NN(C1)C1C[C@H](O[C@H](C1)C)C)=O N-((S)-1-cyanoethyl)-4-(2-((1-((2R,6S)-2,6-dimethyltetrahydro-2H-pyran-4-yl)-1H-pyrazol-4-yl)amino)-5-methylpyrimidin-4-yl)benzamide